5-(isopentenylaminomethyl)-2-thio-uracil C(CC(=C)C)NCC=1C(NC(NC1)=S)=O